ClC=1C=C2C(=NC(=NC2=C(C1C1=C2C=NNC2=CC=C1C)F)N1CC2(C1)CN(C2)C)N2CCN(CC2)C(C=C)=O 1-(4-(6-chloro-8-fluoro-7-(5-methyl-1H-indazol-4-yl)-2-(6-methyl-2,6-diazaspiro[3.3]heptan-2-yl)quinazolin-4-yl)piperazin-1-yl)prop-2-en-1-one